4-[4-(4-cyclopropyloxybenzyl)-8-fluoro-3-oxo-1,3,4,5-tetrahydro-2H-benzo[e][1,3]diazepin-2-yl]piperidine-1-carboxylic acid benzyl ester C(C1=CC=CC=C1)OC(=O)N1CCC(CC1)N1C(N(CC2=C(C1)C=C(C=C2)F)CC2=CC=C(C=C2)OC2CC2)=O